2-((4-(2-(2,4-dichlorophenyl)-4-fluoro-2H-chromen-8-yl)piperidin-1-yl)methyl)-1-(((S)-oxabutane-2-yl)methyl)-1H-benzo[d]imidazole-6-carboxylic acid ClC1=C(C=CC(=C1)Cl)C1OC2=C(C=CC=C2C(=C1)F)C1CCN(CC1)CC1=NC2=C(N1C[C@@H](O)CC)C=C(C=C2)C(=O)O